C1(CC1)N1N=CC(=C1)C=1C=C(C=C(C1)OC)NC1=CC=NC2=CC=C(C=C12)I N-(3-(1-cyclopropyl-1H-pyrazol-4-yl)-5-methoxyphenyl)-6-iodoquinolin-4-amine